N-(2-(2-(benzyloxy)-4,6-dihydroxybenzoyl)isoindolin-4-yl)-2-fluoroacrylamide C(C1=CC=CC=C1)OC1=C(C(=O)N2CC3=CC=CC(=C3C2)NC(C(=C)F)=O)C(=CC(=C1)O)O